BrC=1C(=NC(=CC1)OC)CC(CCC1=CC=C(C=C1)OC)NS(=O)C(C)(C)C N-(1-(3-bromo-6-methoxypyridin-2-yl)-4-(4-methoxyphenyl)butan-2-yl)-2-methylpropan-2-sulfinamide